2-naphthol 2,4-dinitrobenzoate [N+](=O)([O-])C1=C(C(=O)OC2=CC3=CC=CC=C3C=C2)C=CC(=C1)[N+](=O)[O-]